Cl.O1COC2=C1C=CC(=C2)NC2N(C(=NC(=N2)N)N2CCOCC2)C2=CC(=CC=C2)F N-benzo[1,3]dioxol-5-yl-N1-(3-fluorophenyl)-6-morpholin-4-yl-[1,3,5]triazine-2,4-diamine hydrochloride